N1CC(C1)C1=CC=C(C=C1)CN1CC(C1)(C)OC(C)=O acetic acid [1-[[4-(azetidin-3-yl) phenyl] methyl]-3-methyl-azetidin-3-yl] ester